O1C(=CC=C1)P(N(P1C(CCC(C1)C1=CC=CC=C1)C1=CC=CC=C1)C(C)C)C=1OC=CC1 (rac)-N-(di(furan-2-yl)phosphino)-N-isopropyl-2,5-diphenylphosphinan-1-amine